C(C)(C)(C)OC(=O)N1CCN(CC1)C=1C2=C(N=CN1)N(C=C2C2=C(C=CC=C2)F)S(=O)(=O)C2=CC=C(C=C2)C tert-butyl-4-[5-(2-fluorophenyl)-7-(4-methylbenzenesulfonyl)-7H-pyrrolo[2,3-d]pyrimidin-4-yl]piperazine-1-carboxylate